SCCC(=O)OCC(COC(CCS)=O)(CO)CO pentaerythritol bis(3-mercaptopropionate)